ethyl 1-amino-3-methyl-4-(1-methyl-1H-pyrazol-3-yl)-1H-pyrrole-2-carboxylate NN1C(=C(C(=C1)C1=NN(C=C1)C)C)C(=O)OCC